(morpholinyl)methanone N1(CCOCC1)C=O